C(C)(C)(C)OOC(C(C)C)=O.C(C1=CC=CC=C1)(=O)OOC(CC(C)(C)C)(C)C 1,1,3,3-tetramethylbutyl peroxybenzoate tert-butylperoxyisobutyrate